(1,3-Dioxoisoindol-2-yl)pyrrolidine-1-carboxylic acid tert-butyl ester C(C)(C)(C)OC(=O)N1C(CCC1)N1C(C2=CC=CC=C2C1=O)=O